BrCCC(CCBr)=O 1,5-dibromopentan-3-one